N-[6-(5-chloro-1,3-benzoxazol-2-yl)spiro[3.3]heptan-2-yl]-5-(cyclopentanecarbonylsulfamoyl)furan-2-carboxamide ClC=1C=CC2=C(N=C(O2)C2CC3(CC(C3)NC(=O)C=3OC(=CC3)S(NC(=O)C3CCCC3)(=O)=O)C2)C1